triOctylphosphonium C(CCCCCCC)[PH+](CCCCCCCC)CCCCCCCC